5-(difluoromethyl)-N-methoxy-N,1-dimethyl-pyrazole-3-carboxamide FC(C1=CC(=NN1C)C(=O)N(C)OC)F